C1(CC1)C=1N=NN(C1)[C@H](C(=O)N1[C@@H](C[C@H](C1)O)C(=O)NC1CCN(CC1)CC=1N=C(OC1)C1=CC=CC=C1)C(C)(C)C (2S,4R)-1-[(2S)-2-(4-cyclopropyltriazol-1-yl)-3,3-dimethyl-butanoyl]-4-hydroxy-N-[1-[(2-phenyloxazol-4-yl)methyl]-4-piperidyl]pyrrolidine-2-carboxamide